3-(4-hydroxyphenyl)-6-iodo-2-methylquinazolin-4(3H)-one OC1=CC=C(C=C1)N1C(=NC2=CC=C(C=C2C1=O)I)C